N1=CC=CC=C1.[NH4+] ammonium pyridine